C(\C=C\C1=CC=CC=C1)O trans-cinnamyl alcohol